3-methyl-5,6-dihydro-7H-pyrrolo[3,4-b]pyridin-7-one CC=1C=C2C(=NC1)C(NC2)=O